3-((2-aminopropyl)amino)-2-methylpropanenitrile NC(CNCC(C#N)C)C